C(C)(=O)N1CC(OCC1)CNC1=C(C=C(C=C1)S(=O)(=O)N)[N+](=O)[O-] 4-(((4-acetylmorpholin-2-yl)methyl)amino)-3-nitrobenzenesulfonamide